C(C)(=O)ONC(C1=CC=C(C=C1)CN1C(N(C(C2=CC=CC=C12)=O)C1=C(C=CC=C1)F)=O)=O N-acetoxy-4-((3-(2-fluorophenyl)-2,4-dioxo-3,4-dihydroquinazolin-1(2H)-yl)methyl)benzamide